FC1([C@@H](CN(C1)CC=1C=C2C=CC(=NC2=CC1)[C@H]1COCC1)OC=1C=C2CN(C(C2=CC1)=O)C1C(NC(CC1)=O)=O)F 3-(5-(((R)-4,4-Difluoro-1-((2-((S)-tetrahydrofuran-3-yl)quinolin-6-yl)methyl)pyrrolidin-3-yl)oxy)-1-oxoisoindolin-2-yl)piperidine-2,6-dione